8-methyl-3-(4-(trifluoromethyl)thiazol-2-yl)-5,6-dihydroimidazo[1,5-a]pyrazine CC=1C=2N(CCN1)C(=NC2)C=2SC=C(N2)C(F)(F)F